N-((2,6-dihydroxy-5'-methyl-4-pentyl-2'-(prop-1-en-2-yl)-1',2',3',4'-tetrahydro-[1,1'-biphenyl]-3-yl)methyl)-N-methylpyrrolidine-1-carboxamide OC1=C(C(=CC(=C1CN(C(=O)N1CCCC1)C)CCCCC)O)C1C(CCC(=C1)C)C(=C)C